chloro-N-(3-(3,3-dimethylbut-1-yn-1-yl)-5-fluorophenyl)-N-methyl-[1,2,4]triazolo[4,3-a]quinazolin-5-amine ClC1=NN=C2N1C1=CC=CC=C1C(=N2)N(C)C2=CC(=CC(=C2)F)C#CC(C)(C)C